S1C=NC2=C1C=CC(=C2)NC(=O)C=2C=NN(C2C(F)(F)F)C2=C1C=CN=C(C1=CC=C2)OC N-(benzo[d]thiazol-5-yl)-1-(1-methoxyisoquinolin-5-yl)-5-(trifluoromethyl)-1H-pyrazole-4-carboxamide